NC[C@H](CCO)O (S)-4-aminobutane-1,3-diol